C(CCCCCCC\C=C/CCCCCCCC)(=O)O.C(CCCCCCC\C=C/CCCCCCCC)(=O)O.C(CCCCCCC\C=C/CCCCCCCC)(=O)O.CC(CC)(C)C TRIMETHYLPROPANE TRIOLEATE